6-(1H-imidazol-1-yl)nicotinaldehyde N1(C=NC=C1)C1=NC=C(C=O)C=C1